CC=1N(C2=CC=CC=C2C1C)\C(\C(=O)[O-])=C/OC1OC(C(=C1C)C)=O (Z)-2-(2,3-dimethylindol-1-yl)-3-[(3,4-dimethyl-5-oxo-2H-furan-2-yl)oxy]prop-2-enoate